C(C)(C)C1=CC=C(C=C1)C=1N=C2N(C=CC=N2)C1 2-(4-isopropylphenyl)imidazo[1,2-a]pyrimidine